[6-[[3-Fluoro-5-(trifluoromethyl)phenyl]methyl]-2-azaspiro[3.3]heptan-2-yl]-[3-(1H-1,2,4-triazol-5-yl)azetidin-1-yl]methanone FC=1C=C(C=C(C1)C(F)(F)F)CC1CC2(CN(C2)C(=O)N2CC(C2)C2=NC=NN2)C1